Benzphenazine C1=CC=CC=2C=CC=3N=C4C=CC=CC4=NC3C21